ClC1=NC(=C2C(=N1)N(N=C2)[C@@H]2O[C@@H]([C@@H]1[C@H]2OC(O1)(C)C)COC=1C=C(C=CC1)CO)N1CC2(C1)CCCCC2 (3-(((3aR,4R,6R,6aR)-6-(6-chloro-4-(2-azaspiro[3.5]nonan-2-yl)-1H-pyrazolo[3,4-d]pyrimidin-1-yl)-2,2-dimethyltetrahydrofuro[3,4-d][1,3]dioxol-4-yl)methoxy)phenyl)methanol